(E)-4-hydroxy-N-(2-(2-(mesitylimino)-10-methoxy-4-oxo-9-(2,2,2-trifluoroethoxy)-6,7-dihydro-2H-pyrimido[6,1-a]isoquinolin-3(4H)-yl)ethyl)-1-methyl-1H-1,2,3-triazole-5-carboxamide OC=1N=NN(C1C(=O)NCCN/1C(N2C(C3=CC(=C(C=C3CC2)OCC(F)(F)F)OC)=C\C1=N/C1=C(C=C(C=C1C)C)C)=O)C